2-chloro-N-(4-(pyrazolo[1,5-a]pyrimidin-6-yl)phenyl)acetamide ClCC(=O)NC1=CC=C(C=C1)C=1C=NC=2N(C1)N=CC2